CN1C=2C(CC1)COC2 1-methyltetrahydro-1H-furo[3,4-b]pyrrol